1-((1-Methyl-4-nitro-1H-imidazol-5-yl)thio)-4-propylthieno[2,3-e][1,2,4]triazolo[4,3-a]pyrimidin-5(4H)-one CN1C=NC(=C1SC1=NN=C2N1C1=C(C(N2CCC)=O)SC=C1)[N+](=O)[O-]